diethyl-N,N'-ethylenebisacrylamide C(C)C(C(=O)NCCNC(C(=C)CC)=O)=C